methyl 5-(7-(difluoromethyl)-1-(7-ethyl-1,3-dimethyl-2-oxo-1,2,3,4-tetrahydroquinazolin-5-yl)-1,2,3,4-tetrahydroquinolin-6-yl)picolinate FC(C1=C(C=C2CCCN(C2=C1)C1=C2CN(C(N(C2=CC(=C1)CC)C)=O)C)C=1C=CC(=NC1)C(=O)OC)F